ethyl 2-((3-(5-allyl-2-methoxyphenyl)isoxazole-5-yl)methoxy)acetate C(C=C)C=1C=CC(=C(C1)C1=NOC(=C1)COCC(=O)OCC)OC